(RS)-2-(4-chloro-2-fluorophenyl)-4-methyl-3-(pyridin-4-yl)-6,7-dihydropyrazolo[1,5-a]pyrazin ClC1=CC(=C(C=C1)C1=NN2C(C(=NCC2)C)=C1C1=CC=NC=C1)F